8-[1-(Azetidin-3-yl)-1H-pyrazol-4-yl]-1-(3-fluoro-5-methoxy-pyridin-4-yl)-7-methoxy-3-methyl-1H,2H,3H-imidazo[4,5-c]-quinolin-2-one N1CC(C1)N1N=CC(=C1)C1=CC=2C3=C(C=NC2C=C1OC)N(C(N3C3=C(C=NC=C3OC)F)=O)C